COC=1C=C(/C=C/C2=NC=3N(C(N(C(C3N2CCCCC(=O)O)=O)CC)=O)CC)C=CC1OC (E)-5-(8-(3,4-dimethoxystyryl)-1,3-diethyl-2,6-dioxo-2,3-dihydro-1H-purin-7(6H)-yl)pentanoic acid